3-[4-chloro-7-[4-fluoro-2-(2-methoxyethoxy)phenyl]thieno[3,2-c]pyridin-6-yl]benzonitrile ClC1=NC(=C(C2=C1C=CS2)C2=C(C=C(C=C2)F)OCCOC)C=2C=C(C#N)C=CC2